BrCCC\C=C/CCCCCC(OCCCC)OCCCC (7Z)-11-bromo-1,1-dibutoxy-7-undecene